(3,4-difluorophenyl)-N-(2-(dimethylamino)ethyl)-5-phenyloxazole-4-carboxamide FC=1C=C(C=CC1F)C=1OC(=C(N1)C(=O)NCCN(C)C)C1=CC=CC=C1